(4R-cis)-6-formyloxy-2,2-dimethyl-1,3-dioxane-4-acetic acid tert-butyl ester C(C)(C)(C)OC(C[C@@H]1OC(O[C@@H](C1)OC=O)(C)C)=O